FC=1C=C(C2=C(CNS(O2)(=O)=O)C1)C1=CC=C(C=C1)C#N 6-fluoro-8-(4-cyanophenyl)-3,4-dihydrobenzo[e][1,2,3]oxathiazine 2,2-dioxide